tert-Butyl (6-(2,6-dioxopiperidin-3-yl)pyridin-3-yl)carbamate O=C1NC(CCC1C1=CC=C(C=N1)NC(OC(C)(C)C)=O)=O